C(C)(C)N([Si](O[Si](O[SiH](C)C)(C)O[SiH](C)C)(C)C)C(C)C 1-diisopropylamino-3-(dimethylsiloxy)-1,1,3,5,5-pentamethyltrisiloxane